tert-butyl 4-(8-(1-methyl-1H-pyrazol-4-yl)-2-(trimethylsilyl)-3H-pyrrolo[2,3-c]isoquinolin-1-yl)piperidine-1-carboxylate CN1N=CC(=C1)C1=CC=2C3=C(N=CC2C=C1)NC(=C3C3CCN(CC3)C(=O)OC(C)(C)C)[Si](C)(C)C